2-azaspiro[3.5]non-6-ene C1NCC12CC=CCC2